tert-butyl 6-(dimethylcarbamoyl)-1,4-oxazepane-4-carboxylate CN(C(=O)C1CN(CCOC1)C(=O)OC(C)(C)C)C